tert-butyl (4-((4-methyl-6-((4-(N-phenylsulfamoyl)phenyl)carbamoyl)pyrimidin-2-yl)amino)cyclohexyl)carbamate CC1=NC(=NC(=C1)C(NC1=CC=C(C=C1)S(NC1=CC=CC=C1)(=O)=O)=O)NC1CCC(CC1)NC(OC(C)(C)C)=O